C(C)(C)(C)OC(=O)N1CC2(C1)CN(CC2)C2=NC1=CC(=CC=C1C(=N2)N[C@H](CC(=O)NC)CC(C)C)B(O)O (S)-(2-(2-(tert-butoxycarbonyl)-2,6-diazaspiro[3.4]octan-6-yl)-4-((5-methyl-1-(methylamino)-1-oxohexan-3-yl)amino)quinazolin-7-yl)boronic acid